F[C@H]1CN(C[C@@H]([C@H]1NC(=O)C1=CC(=CC=2N(C=NC21)CC(F)(F)F)C#CCNC=2C(OC)=CC=C(C2)S(=O)(=O)C)C)C2CCOCC2 N-[(3S,4R,5S)-3-fluoro-5-methyl-1-(tetrahydro-2H-pyran-4-yl)-4-piperidyl]-6-[3-(4-mesyl-2-anisidino)-1-propynyl]-1-(2,2,2-trifluoroethyl)-1H-benzo[d]imidazole-4-carboxamide